NC1=C2C(=NC=N1)N(N=C2C2=CC=C(C=C2)CNC(C2=C(C=CC=C2)OC)=O)[C@@H]2C=C[C@H](C2)OC(C(C)(C)C)=O [(1S,4S)-4-[4-Amino-3-[4-[[(2-methoxybenzoyl)amino]methyl]phenyl]pyrazolo[3,4-d]pyrimidin-1-yl]cyclopent-2-en-1-yl]2,2-dimethylpropanoate